COC=1C=C2C=CC(=CC2=CC1)C(=O)NC(=N)N 6-Methoxy-2-naphthoylguanidin